tert-Butyl (3-cyano-4-(3-((2S,3S)-3-(4-ethylpiperazin-1-yl)-2-methylpyrrolidin-1-yl)-5-fluoro-7,9-dihydrofuro[3,4-f]quinazolin-6-yl)-7-fluorothieno[3,2-c]pyridin-2-yl)carbamate C(#N)C1=C(SC2=C1C(=NC=C2F)C=2C1=C(C=3C=NC(=NC3C2F)N2[C@H]([C@H](CC2)N2CCN(CC2)CC)C)COC1)NC(OC(C)(C)C)=O